BrC1=C2C(C(N(C2=CC=C1)C1C(N(C(CC1)=O)CC1=CC=C(C=C1)OC)=O)=O)(C)C 3-(4-bromo-3,3-dimethyl-2-oxoindol-1-yl)-1-(4-methoxybenzyl)piperidine-2,6-dione